CC1=CC=C(N=N1)SC1=C(C#N)C=CN=C1 3-[(6-methylpyridazin-3-yl)sulfanyl]isonicotinonitrile